Ethyl 2-[6-(1,1-difluoropropyl)pyridin-3-yl]-3-fluoro-5-nitrobenzoate FC(CC)(F)C1=CC=C(C=N1)C1=C(C(=O)OCC)C=C(C=C1F)[N+](=O)[O-]